(pyridin-2-yl) (aminoethyl) disulfide hydrochloride Cl.NCCSSC1=NC=CC=C1